C(C)(C)(C)OC(=O)N1CCC(CC1)C1=CC=C(C=C1)C#C.CC1=NC(=CC(=N1)C(=O)N(C)OC)Cl methyl-6-chloro-N-methoxy-N-methyl-pyrimidine-4-carboxamide tertbutyl-4-(4-ethynylphenyl)piperidine-1-carboxylate